Iron cholesterol CC(C)CCC[C@@H](C)[C@H]1CC[C@H]2[C@@H]3CC=C4C[C@@H](O)CC[C@]4(C)[C@H]3CC[C@]12C.[Fe]